N-((2,6-dihydroxy-5'-methyl-4-pentyl-2'-(prop-1-en-2-yl)-[1,1'-biphenyl]-3-yl)methyl)-N-phenylacetamide OC1=C(C(=CC(=C1CN(C(C)=O)C1=CC=CC=C1)CCCCC)O)C1=C(C=CC(=C1)C)C(=C)C